5-[(8-methyl-1,4-dioxaspiro[4.5]decan-8-yl)methyl]-7-(2-trimethylsilylethoxymethyl)-2-oxa-5,7-diazaspiro[3.4]octane-6,8-dione CC1(CCC2(OCCO2)CC1)CN1C2(COC2)C(N(C1=O)COCC[Si](C)(C)C)=O